N-(2-aminoethyl)-N-[5-oxo-1-[3-oxo-4-(2-trimethylsilylethoxymethyl)pyrido[3,2-b][1,4]oxazin-6-yl]pyrrolidin-3-yl]carbamic acid tert-butyl ester C(C)(C)(C)OC(N(C1CN(C(C1)=O)C=1C=CC=2OCC(N(C2N1)COCC[Si](C)(C)C)=O)CCN)=O